ClCC1=NN(C(O1)=O)C1CC(C1)C1=CC=C(C=C1)Cl 5-(chloromethyl)-3-[3-(4-chlorophenyl)cyclobutyl]-1,3,4-oxadiazol-2-one